tert-butyl (6aR,8S)-8-((tert-butyldimethylsilyl)oxy)-2-chloro-6a,7,8,9-tetrahydropyrrolo[1',2':4,5]pyrazino[2,3-c]pyridazine-5(6H)-carboxylate [Si](C)(C)(C(C)(C)C)O[C@H]1C[C@H]2N(C=3C(=NN=C(C3)Cl)N(C2)C(=O)OC(C)(C)C)C1